(R)-(4-(7-chlorofuro[3,2-b]pyridin-2-yl)phenyl)(2-methylmorpholino)methanone ClC1=C2C(=NC=C1)C=C(O2)C2=CC=C(C=C2)C(=O)N2C[C@H](OCC2)C